FC1=CC2=C(N(CCO2)CC#C)C=C1Br 7-fluoro-6-bromo-4-propargyl-2H-1,4-benzoxazine